N-(2-(4-methoxy-1H-pyrrolo[2,3-B]pyridin-3-yl)ethyl)-N-methylpropan-2-amine COC1=C2C(=NC=C1)NC=C2CCN(C(C)C)C